Hydroxid Natrium [Na+].[OH-]